CC1(C(C(C(C1(C)C)(C)C)(C)C)(C)C)C Decamethyl-cyclopentane